4-(2-(4-Methylpiperazin-1-yl)pyridin-3-yl)-4,5-dihydropyrrolo[1,2-a]quinoxaline CN1CCN(CC1)C1=NC=CC=C1C1C=2N(C3=CC=CC=C3N1)C=CC2